C(C)OP1(=NP=NP=N1)OC1=CC=CC=C1 ethoxyphenoxycyclotriphosphazene